((5-bromothiazol-2-yl)ethynyl)-1-methylpyridin-2(1H)-one BrC1=CN=C(S1)C#CC=1C(N(C=CC1)C)=O